SC[C@@H]1N(CCC1)C(=O)OCC1C2=CC=CC=C2C=2C=CC=CC12 (9H-fluoren-9-yl)methyl (R)-2-(mercaptomethyl)pyrrolidine-1-carboxylate